N[C@H]1C([C@H](C1)CNC=1C=C(C=CC1C(F)(F)F)C1=NNC(O1)=O)(C)C 5-[3-({[(1S,3R)-3-amino-2,2-dimethylcyclobutyl]methyl}amino)-4-(trifluoromethyl)phenyl]-1,3,4-oxadiazol-2(3H)-one